NC1C2CN(CC12)C1=CC=CC(=N1)S(=O)(=O)NC1=NC(=C(C=C1)C(F)(F)F)C1=C(C=CC=C1)C 6-(6-amino-3-azabicyclo[3.1.0]hex-3-yl)-N-(6-(o-tolyl)-5-(trifluoromethyl)pyridin-2-yl)pyridine-2-sulfonamide